FC=1C=CC2=C(C(CC3=NC=CC=C3O2)CO)C1 (8-fluoro-10,11-dihydrobenzo[6,7]oxepino[3,2-b]pyridin-10-yl)methanol